FC=1C=C(NC2C(NC(CC2)=O)=O)C=C(C1N1CCN(CC1)CCC1CCNCC1)F 3-[3,5-difluoro-4-[4-[2-(4-piperidyl)ethyl]piperazin-1-yl]anilino]piperidine-2,6-dione